((6-(2-(dimethylamino)ethyl)-5-(tetrahydro-2H-pyran-4-yl)pyridin-2-yl)amino)-4-(1-methyl-1H-pyrrolo[2,3-b]pyridin-4-yl)-2,3-dihydro-1H-pyrrolo[3,4-c]pyridin-1-one CN(CCC1=C(C=CC(=N1)NN1CC=2C(=NC=CC2C1=O)C1=C2C(=NC=C1)N(C=C2)C)C2CCOCC2)C